3-(2-((2,3-dihydro-1H-inden-2-yl)amino)pyrimidin-5-yl)-1,2,4-oxadiazol-5-amine C1C(CC2=CC=CC=C12)NC1=NC=C(C=N1)C1=NOC(=N1)N